C(C)N1CC(CCC1)O 1-ethyl-piperidin-3-ol